ClC1=CC(=NC=C1)[C@H]1[C@@H](C1)C(=O)NC1=NC=NC(=C1)N1[C@H](C[C@@H](C1)O)C=1N=C2N(C=C(C=C2)C2CC2)C1 (1R,2R)-2-(4-chloropyridin-2-yl)-N-(6-((2R,4S)-2-(6-cyclopropylimidazo[1,2-a]pyridin-2-yl)-4-hydroxypyrrolidin-1-yl)pyrimidin-4-yl)cyclopropane-1-carboxamide